N1CC=NC=C1 1,2-dihydro-pyrazin